Tert-butyl nonane-3-carboxylate CCC(CCCCCC)C(=O)OC(C)(C)C